N-(5-Bromopyridin-3-yl)pivalamide BrC=1C=C(C=NC1)NC(C(C)(C)C)=O